4-[(3S)-3-aminopyrrolidin-1-yl]-5-(3-cyanophenyl)-N-cyclohexylpyridine-3-carboxamide N[C@@H]1CN(CC1)C1=C(C=NC=C1C1=CC(=CC=C1)C#N)C(=O)NC1CCCCC1